ethyl 4-((3R,5R)-1-cyclopropyl-5-(picolinamido)piperidin-3-yl)benzoate C1(CC1)N1C[C@H](C[C@H](C1)NC(C1=NC=CC=C1)=O)C1=CC=C(C(=O)OCC)C=C1